C[Si]([N-][Si](C)(C)C)(C)C.[Li+] Lithium 1,1,1-trimethyl-N-(trimethylsilyl)silanaminide